ethyl 4-hydroxycyclohexanecarboxylate OC1CCC(CC1)C(=O)OCC